C(C)(C)OC(=O)N1CCN(CC1)CC#CCOC1=C(C(=CC(=C1)C(N)=O)C(C)C)Cl 4-(4-(5-carbamoyl-2-chloro-3-isopropylphenoxy)but-2-yn-1-yl)piperazine-1-carboxylic acid isopropyl ester